tetraethyl-ascorbate C(C)C([C@@]([C@@]1(C(=C(C(=O)O1)O)[O-])CC)(O)CC)(O)CC